phenyl N-[(1S)-1-carbamoylethyl]carbamate C(N)(=O)[C@H](C)NC(OC1=CC=CC=C1)=O